2-(bis(3-chloro-4-fluorophenyl)methyl)-N-(oxetan-2-ylmethyl)-1H-imidazole-5-sulfonamide ClC=1C=C(C=CC1F)C(C=1NC(=CN1)S(=O)(=O)NCC1OCC1)C1=CC(=C(C=C1)F)Cl